CC1=NC(=NC(=C1)C)SCC(=O)N1CCN(CC1)C1=NN=C(C2=CC=CC=C12)C1=CC=C(C=C1)C 1-(4-{[(4,6-dimethyl-2-pyrimidinyl)thio]acetyl}-1-piperazinyl)-4-(4-methyl-phenyl)phthalazine